1-(3-chlorobenzyl)-2-oxocyclopentane-1-carboxylic acid ethyl ester C(C)OC(=O)C1(C(CCC1)=O)CC1=CC(=CC=C1)Cl